N-(10,11-dihydro-5H-dibenzo[a,d][7]annulen-5-yl)-2-oxo-6-(trifluoromethyl)-1,2-dihydropyridine-3-carboxamide C1=CC=CC=2C(C3=C(CCC21)C=CC=C3)NC(=O)C=3C(NC(=CC3)C(F)(F)F)=O